2-chloro-5-(difluoromethyl)-4-(4-(1-methyl-4-(trifluoromethyl)-1H-imidazol-2-yl)benzyl)pyrimidine ClC1=NC=C(C(=N1)CC1=CC=C(C=C1)C=1N(C=C(N1)C(F)(F)F)C)C(F)F